C(C)OC1=C(C=CC(=N1)[C@@H](CS(=O)(=O)C)NC1=NC=C(C(=C1N)C)C1=C(C=CC=C1)F)OC (S)-N2-(1-(6-ethoxy-5-methoxypyridin-2-yl)-2-(methylsulfonyl)ethyl)-5-(2-fluorophenyl)-4-methylpyridine-2,3-diamine